CC1=C(C=C(C(=C1)C1(COC1)OCC1=CC(=CC=C1)OC(F)(F)F)C)N=CN(C)CC N'-(2,5-dimethyl-4-(3-((3-(trifluoromethoxy)benzyl)oxy)oxetan-3-yl)phenyl)-N-ethyl-N-methylformimidamide